SCCCC(C)O[SiH](C)C 3-mercapto-1-propyldimethylethoxysilane